2-(4-((2-(3-amino-3-methylazetidin-1-yl)-3-fluoropyridin-4-yl)oxy)-3-fluorophenyl)-4-(2,6-difluorobenzyl)-2,4-dihydro-3H-1,2,4-triazol-3-one NC1(CN(C1)C1=NC=CC(=C1F)OC1=C(C=C(C=C1)N1N=CN(C1=O)CC1=C(C=CC=C1F)F)F)C